1-(4-bromo-2-fluorophenyl)-1,3-diazine-2,4-dione BrC1=CC(=C(C=C1)N1C(NC(C=C1)=O)=O)F